S1CCC(=CC1)\C=N\O (E)-1-(3,6-dihydro-2H-thiopyran-4-yl)-N-hydroxymethanimine